FC1=CC=C(C=C1)NC(CC(=O)OCC)=O ethyl 3-((4-fluorophenyl) amino)-3-oxo-propionate